tert-butyl 4-(2-(2,6-dioxopiperidin-3-yl)-6-fluoro-1,3-dioxoisoindolin-5-yl)piperazine-1-carbamate O=C1NC(CCC1N1C(C2=CC(=C(C=C2C1=O)N1CCN(CC1)NC(=O)OC(C)(C)C)F)=O)=O